C(C#CC)(=O)NCC=1C=CC(=C(C(=O)NC2=C3C=NN(C3=CC=C2)C2=CC=C(C=C2)C(F)(F)F)C1)Cl 5-[(2-Butynoylamino)methyl]-2-chloro-N-{1-[4-(trifluoromethyl)phenyl]-1H-indazol-4-yl}benzamide